NC1=CC=C(C=C1)C(C(=O)NC(C)(C)C)N(C(C#C)=O)C=1C=C(C(=O)OC)C=CC1 Methyl 3-(N-(1-(4-aminophenyl)-2-(tert-butylamino)-2-oxoethyl)-propiolamido)-benzoate